4,4,5,5-tetramethyl-2-(1-methyl-3-(p-tolyl)bicyclo[1.1.1]pentan-2-yl)-1,3,2-dioxaborolane CC1(OB(OC1(C)C)C1C2(CC1(C2)C2=CC=C(C=C2)C)C)C